N1(CCCCC1)C1CCN(CC1)C=1C=C(CN2N=C3C(=C2C2=C(C=CC=C2)F)CN(C3)C)C=CC1 (3-([1,4'-bipiperidine]-1'-yl)benzyl)-3-(2-fluorophenyl)-5-methyl-2,4,5,6-tetrahydropyrrolo[3,4-c]pyrazole